NC1=C(C(=CC(=C1)F)Br)C(C)=O 1-(2-amino-6-bromo-4-fluoro-phenyl)ethanone